1,4,7,10,15,18,21,24,28,31,34-undecazatricyclo[34.3.0.012,15]nonatriacontane N12CCNCCNCCNCC3CCN3CCNCCNCCNCCCNCCNCCNCC2CCC1